C(CCCC)[C@@H]1OCCC[C@@H]1SC1=CC=CC=C1 cis-2-pentyl-3-(phenylthio)tetrahydro-2H-pyran